O[C@@]1(CCN(CC12CCCC2)C(C(CC(F)(F)F)CC(F)(F)F)=O)CN2C(C=C(C(=C2)C(=O)N2CCNCC2)C2=CC=CC=C2)=O (R)-1-((10-Hydroxy-7-(4,4,4-trifluoro-2-(2,2,2-trifluoroethyl)butanoyl)-7-azaspiro[4.5]decan-10-yl)methyl)-4-phenyl-5-(piperazine-1-carbonyl)pyridin-2(1H)-on